C(C(C)C)N(CC(C)C)[SiH](F)F di-isobutylaminodifluorosilane